N-(2-(4-((1R,5S)-8-cyclopropyl-3,8-diazabicyclo[3.2.1]octan-3-yl)piperidine-1-yl)-5-((6-((S)-3-(3-fluorobenzyl)isoxazolidine-2-yl)pyrimidine-4-yl)amino)-4-methoxyphenyl)acrylamide C1(CC1)N1[C@H]2CN(C[C@@H]1CC2)C2CCN(CC2)C2=C(C=C(C(=C2)OC)NC2=NC=NC(=C2)N2OCC[C@@H]2CC2=CC(=CC=C2)F)NC(C=C)=O